2-ethylbutyl ((S)-(((2R,3S,5R)-5-(6-amino-2-fluoro-9H-purin-9-yl)-2-ethynyl-3-hydroxytetrahydrofuran-2-yl)methoxy)(phenoxy)phosphoryl)-L-alaninate NC1=C2N=CN(C2=NC(=N1)F)[C@H]1C[C@@H]([C@@](O1)(C#C)CO[P@](=O)(OC1=CC=CC=C1)N[C@@H](C)C(=O)OCC(CC)CC)O